tert-butyl (6-((2R,3S)-2-((tert-butoxycarbonyl)amino)-3-fluorobutyl)-2-chloro-7-methylpyrrolo[2,1-f][1,2,4]triazin-4-yl)(oxazol-2-ylmethyl)carbamate C(C)(C)(C)OC(=O)N[C@H](CC=1C=C2C(=NC(=NN2C1C)Cl)N(C(OC(C)(C)C)=O)CC=1OC=CN1)[C@H](C)F